(1S,2S)-N-(6-(5-chloro-6-fluoro-7-(3-hydroxycyclopentan-1-en-1-yl)-1H-indazol-4-yl)imidazo[1,2-a]pyrazin-2-yl)-2-fluorocyclopropane-1-carboxamide ClC=1C(=C2C=NNC2=C(C1F)C1=CC(CC1)O)C=1N=CC=2N(C1)C=C(N2)NC(=O)[C@H]2[C@H](C2)F